3-(7-(1-((6-(2-hydroxypropan-2-yl)pyridin-2-yl)methyl)-1H-1,2,3-Triazol-4-yl)-3-(tetrahydro-2H-pyran-2-yl)-3H-imidazo[4,5-b]pyridin-5-yl)-2-methoxybenzeneFormonitrile OC(C)(C)C1=CC=CC(=N1)CN1N=NC(=C1)C1=C2C(=NC(=C1)C=1C(=C(C=CC1)C#N)OC)N(C=N2)C2OCCCC2